tert-butyl ((1r,4r)-4-((5-((E)-2-(5-(2-chlorophenylsulfonamido)-3-ethylpyridin-2-yl)vinyl)pyrimidin-2-yl)amino)cyclohexyl)carbamate ClC1=C(C=CC=C1)S(=O)(=O)NC=1C=C(C(=NC1)/C=C/C=1C=NC(=NC1)NC1CCC(CC1)NC(OC(C)(C)C)=O)CC